C(C)(C)C1=CC=CC=2SC3=CC=CC=C3CC12 isopropyl-9H-thioxanthene